C(C)(C)(C)OC(=O)N[C@H](C)C1=CC=C2C(=N1)NC(=C2)C=2N=C1N(C(=CC(=C1)C(=O)OC(C)C)OC)C2C2CC2 isopropyl (R)-2-(6-(1-((tert-butoxycarbonyl)amino)ethyl)-1H-pyrrolo[2,3-b]pyridin-2-yl)-3-cyclopropyl-5-methoxyimidazo[1,2-a]pyridine-7-carboxylate